C1(=CC=CC=C1)CCS(=O)(=O)NC(CC1=CC=C(C=C1)NS(O)(=O)=O)C=1N=C(SC1)C=1SC=CC1 {4-(S)-[2-(Phenylethanesulfonylamino)-2-(2-thiophen-2-ylthiazol-4-yl)ethyl]-phenyl}sulfamic acid